2'-Benzyloxy-6'-hydroxy-4-methylchalcone C(C1=CC=CC=C1)OC1=C(C(/C=C/C2=CC=C(C=C2)C)=O)C(=CC=C1)O